FC=1C=C(OC2=NC(=NC(=C2)C(F)(F)F)N2CCC(CC2)(O)CNC(=O)C2CNC2)C=CC1 N-({1-[4-(3-fluorophenoxy)-6-(trifluoromethyl)pyrimidin-2-yl]-4-hydroxypiperidin-4-yl}methyl)azetidine-3-carboxamide